C(C)C=1C(=C(C(=O)O)C=C(C1)[N+](=O)[O-])O 3-ethyl-2-hydroxy-5-nitro-benzoic Acid